C(C=C)(=O)N1C[C@H](C[C@@H]1COC)N1N=C(C(=C1NC)C(=O)N)C#CC1=CC=2N(C=C1F)C(=CN2)C 1-((3S,5R)-1-Acryloyl-5-(methoxymethyl)pyrrolidin-3-yl)-3-((6-fluoro-3-methylimidazo[1,2-a]pyridin-7-yl)ethynyl)-5-(methylamino)-1H-pyrazole-4-carboxamide